CN1N=CC=2CC(CCC12)N 1-methyl-4,5,6,7-tetrahydro-1H-indazol-5-ylamine